C(#CC)C1=C2C=NN(C2=C(C=C1)C(=O)OC)[C@H](C)C1=CC=C(C=C1)N1CCCC1 (R)-methyl 4-(propan-1-yn-1-yl)-1-(1-(4-(pyrrolidin-1-yl) phenyl) ethyl)-1H-indazole-7-carboxylate